C(C=C)OCCOCCOCC=C DIETHYLENE GLYCOL DIALLYL ETHER